Cl.N1=CN=C(C=C1)N1N=CC(=C1C(F)(F)F)N 1-(pyrimidin-4-yl)-5-(trifluoromethyl)-1H-pyrazol-4-amine hydrochloride